(7a,17b)-7-[9-[(4,4,5,5,5-pentafluoropentyl)sulfinyl]nonyl]-estra-1,3,5(10)-trien-3,17-diol FC(CCCS(=O)CCCCCCCCC[C@H]1[C@H]2[C@@H]3CC[C@@H]([C@@]3(C)CC[C@@H]2C=2C=CC(=CC2C1)O)O)(C(F)(F)F)F